FC1=CC=C(C=C1)C1=CC=2C(=NC(=CN2)C(=O)N2CC(CCC2)COC=2C(=NC=CC2)C(F)(F)F)N1C (6-(4-fluorophenyl)-5-methyl-5H-pyrrolo[2,3-b]pyrazin-3-yl)(3-(((2-(trifluoromethyl)pyridin-3-yl)oxy)methyl)piperidin-1-yl)methanone